ClC1=CC=C(\C=C/2\C(C3=CC=CN3C2)=O)C=C1 (E)-2-(4-chlorobenzylidene)-2,3-dihydropyrrolizin-1-one